NC1=C(C=CC(=C1)OC(F)(F)F)C(=O)N1CCC(CC1)C=1C(=CN=C2NC(=NC12)C1CCNCC1)F (2-amino-4-trifluoromethoxyphenyl){4-[6-fluoro-2-(4-piperidyl)-3H-1,3,4-triazainden-7-yl]-1-piperidyl}methanone